7-[1-(Azetidin-3-yl)-5-methyl-1,2,3-triazol-4-yl]-5-[(1R)-1-(pyridin-2-yl)ethoxy]imidazo[1,2-a]pyridine-3-carbonitrile N1CC(C1)N1N=NC(=C1C)C1=CC=2N(C(=C1)O[C@H](C)C1=NC=CC=C1)C(=CN2)C#N